C2-silyl-indole Methyl-4-((4-(((tert-butoxycarbonyl)(2-phenylcyclopropyl)amino)methyl)piperidin-1-yl)methyl)benzoate COC(C1=CC=C(C=C1)CN1CCC(CC1)CN(C1C(C1)C1=CC=CC=C1)C(=O)OC(C)(C)C)=O.[SiH3]C=1NC2=CC=CC=C2C1